C=CC(CC)C1C(=O)OC(C1)=O 2-(1-penten-3-yl)succinic anhydride